FC(C(=O)O)(F)F.ClC=1C=C(C=CC1)C1=C(C(=CC=C1)C[C@@H]1NC2CC([C@@H]1NS(=O)(=O)C)(C2)F)F N-{(3S,4R)-3-[(3'-chloro-2-fluoro[biphenyl]-3-yl)methyl]-5-fluoro-2-azabicyclo[3.1.1]heptan-4-yl}methanesulfonamide trifluoroacetate salt